fructosyl-pyridine OCC1([C@@H](O)[C@H](O)[C@H](O1)CO)C1=NC=CC=C1